C1N(CCC2=CC=CC=C12)C[C@H](CN1C(C2=CC=C(C=C2CC1)NC1CCNCC1)=O)O 2-[(2R)-3-(3,4-Dihydro-1H-isochinolin-2-yl)-2-hydroxy-propyl]-6-(4-piperidylamino)-3,4-dihydroisochinolin-1-on